OCC=1NC2=C(N1)C=C(C=C2C)Br 2-(hydroxymethyl)-4-methyl-6-bromobenzimidazole